N-palmitoyl-N'-tert-butyloxycarbonyl-L-lysine C(CCCCCCCCCCCCCCC)(=O)N[C@@H](CCCCNC(=O)OC(C)(C)C)C(=O)O